tert-butyl 6-[2-(3,6-dichloropyridazin-4-yl)ethynyl]-2-azaspiro[3.3]heptane-2-carboxylate ClC=1N=NC(=CC1C#CC1CC2(CN(C2)C(=O)OC(C)(C)C)C1)Cl